benzyl ((1R,3S,4S)-spiro[bicyclo[2.2.1]heptane-2,1'-cyclohexan]-3-yl)carbamate C12(CCCCC1)[C@@H]1CC[C@H]([C@@H]2NC(OCC2=CC=CC=C2)=O)C1